(CIS)-3-(2-((((CIS)-4-phenylcyclohexyl)oxy)methyl)pyrrolidin-3-yl)-1-((2-(trimethylsilyl)ethoxy)methyl)-1H-pyrazole C1(=CC=CC=C1)[C@H]1CC[C@H](CC1)OC[C@@H]1NCC[C@@H]1C1=NN(C=C1)COCC[Si](C)(C)C